BrC1(NC=CC=C1C)N 2-bromo-3-methyl-pyridin-amine